tert-Butyl 3-[1-(tert-butoxycarbonyl)-5,6-dihydro-2H-pyridin-3-yl]-7-cyano-5-fluoroindole-1-carboxylate C(C)(C)(C)OC(=O)N1CC(=CCC1)C1=CN(C2=C(C=C(C=C12)F)C#N)C(=O)OC(C)(C)C